2-(benzyloxy)-1-(fluoromethyl)ethoxyl-5-bromo-4-fluorophenylMethanone C(C1=CC=CC=C1)OCC(OC(=O)C1=CC=C(C(=C1)Br)F)CF